8-(1-(2,2-difluoroethyl)-1H-pyrazolo[3,4-b]pyrazin-6-yl)-2-(6-methoxy-3-(trifluoromethyl)pyridin-2-yl)-2,8-diazaspiro[4.5]decan-1-one FC(CN1N=CC=2C1=NC(=CN2)N2CCC1(CCN(C1=O)C1=NC(=CC=C1C(F)(F)F)OC)CC2)F